6-(Cyclopropanecarboxamido)-4-((3-(1-cyclopropyl-1H-1,2,4-triazol-3-yl)-5-fluoro-2-methoxyphenyl)amino)-N-(methyl-d3)nicotinamide C1(CC1)C(=O)NC1=NC=C(C(=O)NC([2H])([2H])[2H])C(=C1)NC1=C(C(=CC(=C1)F)C1=NN(C=N1)C1CC1)OC